N-(2-{1-[(3-methoxyphenyl)methyl]piperidin-4-yl}ethyl)-7-methyl-2-phenylpyrazolo[1,5-a]pyrimidine-6-carboxamide COC=1C=C(C=CC1)CN1CCC(CC1)CCNC(=O)C=1C=NC=2N(C1C)N=C(C2)C2=CC=CC=C2